N-(5-(4-ethylpiperazin-1-yl)pyridin-2-yl)-5-fluoro-4-(8-fluoro-4-isopropyl-2-methylquinolin-6-yl)pyrimidin-2-amine hydrochloride Cl.C(C)N1CCN(CC1)C=1C=CC(=NC1)NC1=NC=C(C(=N1)C=1C=C2C(=CC(=NC2=C(C1)F)C)C(C)C)F